O1C(=CC(=O)C=2C(O)=CC(O)=CC12)C1=CC(OC)=C(O)C=C1 chrysoeriol